C(C1=CC=CC=C1)OP(OCC1=CC=CC=C1)O.N1=NN=CC=C1 triazine dibenzyl-phosphite